C[N+](C(C(=O)[O-])C)(C)C 2-(trimethylazaniumyl)propanoate